tert-butyl 4-(4-(3-amino-2-fluorophenyl)-5-(2-chloropyrimidin-4-yl)thiazol-2-yl)-4-methylpiperidine-1-carboxylate NC=1C(=C(C=CC1)C=1N=C(SC1C1=NC(=NC=C1)Cl)C1(CCN(CC1)C(=O)OC(C)(C)C)C)F